6-[3-[[ethyl(methyl)sulfamoyl]amino]-2,6-difluoro-benzoyl]-4-oxo-3-(2-piperazin-1-ylpyrimidin-5-yl)quinazoline C(C)N(S(=O)(=O)NC=1C(=C(C(=O)C=2C=C3C(N(C=NC3=CC2)C=2C=NC(=NC2)N2CCNCC2)=O)C(=CC1)F)F)C